ClC1=C(C=NC(=C1)C=1C(=NN(C1)C)C)CNC1=C(C(=CC(=C1F)OC)OC)F N-{[4-chloro-6-(1,3-dimethyl-1H-pyrazol-4-yl)pyridin-3-yl]methyl}-2,6-difluoro-3,5-dimethoxyaniline